C1(CC1)C=1N=CN(C1)C=1C(=CC(=C(C(=O)NC2=NC(=CC=C2)C=2N3C(=NN2)CC[C@@H]3C)C1)F)C (S)-5-(4-cyclopropyl-1H-imidazol-1-yl)-2-fluoro-4-methyl-N-(6-(5-methyl-6,7-dihydro-5H-pyrrolo[2,1-c][1,2,4]triazol-3-yl)pyridin-2-yl)benzamide